N-aminoethyl-piperazine NCCN1CCNCC1